3-amino-4-(4-(1-(2-(dimethylamino)-2-carboxyethyl)-1H-pyrazol-4-yl)phenyl)thieno[2,3-b]pyridine-2-carboxamide NC1=C(SC2=NC=CC(=C21)C2=CC=C(C=C2)C=2C=NN(C2)CC(C(=O)O)N(C)C)C(=O)N